[N+](=O)([O-])C1=CC=C(C=C1)S(=O)(=O)NC(C)=O N-(4-nitrobenzenesulfonyl)acetamide